N-{[(4S)-7-(3,5-Dimethylisoxazol-4-yl)-2-oxo-4-pyridin-2-yl-1,2,4,5-tetrahydroimidazo[1,5,4-de][1,4]benzoxazin-9-yl]methyl}-N'-isopropylurea CC1=NOC(=C1C1=CC(=C2C=3N([C@H](COC31)C3=NC=CC=C3)C(N2)=O)CNC(=O)NC(C)C)C